1-(6-(5-Chloro-2-fluorophenyl)-5-(thieno[3,2-c]pyridin-2-yl)-2,3-dihydro-1H-imidazo[1,2-a]imidazol-1-yl)ethan-1-one ClC=1C=CC(=C(C1)C=1N=C2N(CCN2C(C)=O)C1C1=CC=2C=NC=CC2S1)F